N1N=NN=C1CC1(CCCCCC1)CN C-[1-(1H-tetrazol-5-ylmethyl)cycloheptyl]-methylamine